C1(CCCCC1)NC1CCN(CC1)C1=C(C#N)C(=CC=C1)C1=CC2=C(OCCO2)C=C1 2-(4-(cyclohexylamino)piperidin-1-yl)-6-(2,3-dihydrobenzo[b][1,4]dioxin-6-yl)benzonitrile